2-([diphenylmethylene]amino)-3-(2-[trifluoromethyl]phenyl)propanoic acid tert-butyl ester C(C)(C)(C)OC(C(CC1=C(C=CC=C1)C(F)(F)F)N=C(C1=CC=CC=C1)C1=CC=CC=C1)=O